(S)-3-methoxy-N-(6-(5-methyl-6,7-dihydro-5H-pyrrolo[1,2-a]imidazol-3-yl)pyridin-2-yl)-1-(pyrazin-2-yl)-1H-pyrazole-4-carboxamide COC1=NN(C=C1C(=O)NC1=NC(=CC=C1)C1=CN=C2N1[C@H](CC2)C)C2=NC=CN=C2